4,7-di(2,6-dihydroxyphenyl)-benzothiadiazole OC1=C(C(=CC=C1)O)C1=CC=C(C2=C1N=NS2)C2=C(C=CC=C2O)O